Methyl 3-(3-(3-(3,5-dimethoxyphenyl)ureido)azetidin-1-yl)-2-(1H-pyrrol-1-yl)benzoate COC=1C=C(C=C(C1)OC)NC(NC1CN(C1)C=1C(=C(C(=O)OC)C=CC1)N1C=CC=C1)=O